tri(isobutylaminoethyl)amine C(C(C)C)NCCN(CCNCC(C)C)CCNCC(C)C